BrCC1(CN(C1)S(=O)(=O)C1=CC=C(C)C=C1)CBr 3,3-bis(bromomethyl)-1-p-toluenesulfonylazetidine